2-(4-(2-(pyridin-3-ylmethyl)-2H-tetrazol-5-yl)phenyl)ethylamine N1=CC(=CC=C1)CN1N=C(N=N1)C1=CC=C(C=C1)CCN